(S)-2-amino-N-(5-(N-ethylsulfamoyl)naphthalen-1-yl)-3-phenylpropanamide hydrochloride Cl.N[C@H](C(=O)NC1=CC=CC2=C(C=CC=C12)S(NCC)(=O)=O)CC1=CC=CC=C1